7-(2-(8-ethoxy-3,4-dihydrobenzofuro[2,3-c]pyridin-2(1H)-yl)propyl)quinolin-2(1H)-one C(C)OC1=CC=CC2=C1OC=1CN(CCC12)C(CC1=CC=C2C=CC(NC2=C1)=O)C